7H-pyrrolo[2,3-d]pyrimidin-4-amine trifluoroacetate FC(C(=O)O)(F)F.N1=CN=C(C2=C1NC=C2)N